2-[4-({N-[(4-chlorophenyl)methyl]carbamoyl}amino)phenyl]-N-(2-ethoxycyclopropyl)acetamide ClC1=CC=C(C=C1)CNC(=O)NC1=CC=C(C=C1)CC(=O)NC1C(C1)OCC